C(C)O[Si](CCCSSSSCCC[Si](OCC)(OCC)OCC)(OCC)OCC bis[3-(triethoxysilyl)-propyl]tetrasulfide